O(C#N)C1=C(C(=O)NC1=O)C1=CC=CC=C1 cyanatophenyl-maleimide